N-(4-(1H-imidazol-1-yl)benzyl)-N-(3-methoxybenzyl)-4-((2-(2-morpholinoethoxy)ethoxy)methyl)aniline N1(C=NC=C1)C1=CC=C(CN(C2=CC=C(C=C2)COCCOCCN2CCOCC2)CC2=CC(=CC=C2)OC)C=C1